5-[[(1R)-1-[3-(difluoromethyl)-2-fluoro-phenyl]ethyl]amino]-1,8-dimethyl-3-(oxetan-3-yl)imidazo[4,5-g]phthalazin-2-one FC(C=1C(=C(C=CC1)[C@@H](C)NC1=NN=C(C=2C=C3C(=CC12)N(C(N3C)=O)C3COC3)C)F)F